ClC1=CC=C(CN2C(=NC=3N(C(N(C(C23)=O)CCCO)=O)C)OCC=2C=NC(=CC2)C)C=C1 7-(4-Chlorobenzyl)-1-(3-hydroxypropyl)-3-methyl-8-((6-methylpyridin-3-yl)methoxy)-1H-purine-2,6(3H,7H)-dione